C(C)(C)(C)OC(=O)N1C2CC3(C(C3)C(=O)O)CC1CC2 8-(tert-butoxycarbonyl)-8-azaspiro[bicyclo[3.2.1]octane-3,1'-cyclopropane]-2'-carboxylic acid